N[C@H](CN1C=2C(OCC1)=CSC2C(=O)OC)CO methyl (R)-4-(2-amino-3-hydroxypropyl)-3,4-dihydro-2H-thieno[3,4-b][1,4]oxazine-5-carboxylate